(1-(2-(quinolin-6-yl)acetyl)piperidin-4-yl)-3,4-dihydroquinoxalin-2(1H)-one N1=CC=CC2=CC(=CC=C12)CC(=O)N1CCC(CC1)N1C(CNC2=CC=CC=C12)=O